NC1=C(C(N(C2=CC(=CC=C12)OCC)C1=CC=C(C=C1)N)=O)C(=O)OC methyl 4-amino-1-(4-aminophenyl)-7-ethoxy-2-oxo-1,2-dihydroquinoline-3-carboxylate